C(C1=CC=CC=C1)N1N=C(N=C1)C(=O)NC1C(N(C=2N(CC1)N=C(C2)C2CCOCC2)C)=O 1-Benzyl-N-(4-methyl-5-oxo-2-(tetrahydro-2H-pyran-4-yl)-5,6,7,8-tetrahydro-4H-pyrazolo[1,5-a][1,3]diazepin-6-yl)-1H-1,2,4-triazol-3-carboxamid